tert-butyl-(2R,3R)-3-[[7-bromo-2-chloro-8-fluoro-6-(trifluoromethyl)quinazolin-4-yl]-methyl-amino]-2-methyl-pyrrolidine-1-carboxylate C(C)(C)(C)OC(=O)N1[C@@H]([C@@H](CC1)N(C)C1=NC(=NC2=C(C(=C(C=C12)C(F)(F)F)Br)F)Cl)C